(5S)-5-(4-bromo-2-methylbenzyl)-3-[3-(3-chloro-2-fluorophenoxy)-6-methylpyridazin-4-yl]-5,6-dihydro-4H-1,2,4-oxadiazine BrC1=CC(=C(C[C@@H]2NC(=NOC2)C2=C(N=NC(=C2)C)OC2=C(C(=CC=C2)Cl)F)C=C1)C